ClC1=C(C=C(CN2CC3(CC2)CCN(CC3)C(=O)N3N=C(C=C3)C(=O)O)C=C1)N1CCOCC1 1-(2-(4-chloro-3-morpholinobenzyl)-2,8-diazaspiro[4.5]decane-8-carbonyl)-1H-pyrazole-3-carboxylic acid